ClC1=NC(=C(C(=N1)NC1=C(C(=O)OC)C=C(C=C1)F)C=O)Cl methyl 2-[(2,6-dichloro-5-formyl-pyrimidin-4-yl)amino]-5-fluoro-benzoate